5,6,7,3',4',5'-hexahydroxyflavone OC1=C2C(C=C(OC2=CC(=C1O)O)C1=CC(=C(C(=C1)O)O)O)=O